CN(C)C=NC1SSC(N1)=S 3-[(N,N-dimethylaminomethylidene)amino]3H-1,2,4-dithiazole-5-thione